Tert-butyl N-[4-(1-methylpyrazol-4-yl)sulfonylcyclohexyl]carbamate CN1N=CC(=C1)S(=O)(=O)C1CCC(CC1)NC(OC(C)(C)C)=O